tert-butyl 4-[[(1R,3R)-3-aminocyclohexyl]methyl]piperazine-1-carboxylate N[C@H]1C[C@@H](CCC1)CN1CCN(CC1)C(=O)OC(C)(C)C